S1C=CC2=C1N=CC=C2O thieno[2,3-b]Pyridin-4-ol